FC(C)(F)C1(CCC1)C(=O)OCC1=CC=CC=C1 benzyl 1-(1,1-difluoroethyl)cyclobutane-1-carboxylate